(S)-2-methylpiperidine-1-carboxylic acid C[C@@H]1N(CCCC1)C(=O)O